C(#N)C=1C(=NC(=CC1C)C)N1[C@@H](C[C@@H](C1)O)C(=O)N(C=1C=C(C=CC1)C)C (2S,4S)-1-(3-Cyano-4,6-di-methylpyridin-2-yl)-4-hydroxy-N-methyl-N-(m-tolyl)pyrrolidine-2-carboxamide